C[C@H]1CCC(N(C1)C(=O)OC(C)(C)C)C=1C=CC2=C(N=C(O2)C)C1 tert-butyl (5S)-5-methyl-2-(2-methyl-1,3-Benzoxazol-5-yl)piperidine-1-carboxylate